OC=1C(OC=CC1)=O hydroxypyranone